m-hydroxyl-N,N-diethyl-aniline OC=1C=C(N(CC)CC)C=CC1